6-(methylsulfonyl)nicotinic acid methyl ester COC(C1=CN=C(C=C1)S(=O)(=O)C)=O